4-bromo-3-chlorobenzoic acid BrC1=C(C=C(C(=O)O)C=C1)Cl